2-hydroxy-4-n-dodecyl-benzophenone OC1=C(C(=O)C2=CC=CC=C2)C=CC(=C1)CCCCCCCCCCCC